CN1N=CC=C1C=1C=C(C=CC1)N1C=C(C=CC1=O)C(=O)OCC ethyl 1-[3-(2-methylpyrazol-3-yl) phenyl]-6-oxo-pyridine-3-carboxylate